COC=1C=C(C=CC1OC)C1=C(N=C(O1)C1=CC=C(C=C1)C(F)(F)F)C(=O)NCC (3,4-dimethoxyphenyl)-N-ethyl-2-(4-(trifluoromethyl)phenyl)oxazole-4-carboxamide